N-(3-cyano-4-methyl-1H-indol-7-yl)-1-[(2,2-difluorocyclopropyl)methyl]pyrazole-4-sulfonamide C(#N)C1=CNC2=C(C=CC(=C12)C)NS(=O)(=O)C=1C=NN(C1)CC1C(C1)(F)F